(S)-3-((3-(ethoxymethyl)-3-(2-(4-methylthiophen-3-yl)ethyl)pyrrolidin-1-yl)methyl)pyridine C(C)OC[C@@]1(CN(CC1)CC=1C=NC=CC1)CCC1=CSC=C1C